FC(C(=O)O)(F)F.NC(CC(C(=O)O)C)CC1=CC=CC=C1 4-amino-2-methyl-5-phenylpentanoic acid, trifluoroacetic acid salt